BrC=1C=C2C=NN(C2=CC1OCC1=NOC=C1)COCC[Si](C)(C)C 3-(((5-bromo-1-((2-(trimethylsilyl)ethoxy)methyl)-1H-indazol-6-yl)oxy)methyl)isoxazole